N-(1-(4-Amino-6-(1-methylcyclopropyl)pyridin-2-yl)ethyl)-6-(2-cyclopropoxyethoxy)-7-methoxy-2-methylquinazolin-4-amine NC1=CC(=NC(=C1)C1(CC1)C)C(C)NC1=NC(=NC2=CC(=C(C=C12)OCCOC1CC1)OC)C